3,5-Di-9H-carbazol-9-yl-N,N-bis[4-[[6-[(3-ethyl-3-oxetanyl)methoxy]hexyl]oxy]phenyl]benzenamine C1=CC=CC=2C3=CC=CC=C3N(C12)C=1C=C(C=C(C1)N1C2=CC=CC=C2C=2C=CC=CC12)N(C1=CC=C(C=C1)OCCCCCCOCC1(COC1)CC)C1=CC=C(C=C1)OCCCCCCOCC1(COC1)CC